penta-ethylene glycol C(COCCOCCOCCOCCO)O